1,2,3-trimethyl-1,4,5,6-tetrahydropyrimidine CN1C(N(CCC1)C)C